5-(2-(6-((3R,5R)-3-Amino-5-fluoropiperidine-1-carbonyl)-3-methylpyrazolo[1,5-a]pyridin-2-yl)-1-(cyclopropylmethyl)-1H-indol-6-yl)isoindolin-1-one N[C@H]1CN(C[C@@H](C1)F)C(=O)C=1C=CC=2N(C1)N=C(C2C)C=2N(C1=CC(=CC=C1C2)C=2C=C1CNC(C1=CC2)=O)CC2CC2